C1(=C(C(=CC(=C1)C)C)\N=C/1\NC(N2C(C3=CC(=C(C=C3CC2)OC)OC)=C1)=O)C (E)-2-(mesitylimino)-9,10-dimethoxy-2,3,6,7-tetrahydro-4H-pyrimido[6,1-a]isoquinolin-4-one